C1C(CC12CCNCC2)C(=O)N2CCN(CC2)C=2C=C1CN(C(C1=CC2)=O)[C@@H]2C(NC(CC2)=O)=O (3S)-3-[5-[4-(7-azaspiro[3.5]nonane-2-carbonyl)piperazin-1-yl]-1-oxo-isoindolin-2-yl]piperidine-2,6-dione